(S)-N-(2-(3-fluoro-2-methylphenyl)propan-2-yl)-2-(1-methylpyrrolidin-2-yl)acetamide tert-butyl-(7-(1-methylcyclopropyl)-quinoline-4-carbonyl)glycinate C(C)(C)(C)N(CC(=O)O)C(=O)C1=CC=NC2=CC(=CC=C12)C1(CC1)C.FC=1C(=C(C=CC1)C(C)(C)NC(C[C@H]1N(CCC1)C)=O)C